1-(bromomethyl)-3-bromobenzene BrCC1=CC(=CC=C1)Br